(S)-4-(1-(5-(3,5-difluorophenyl)-1-((4'-fluoro-[1,1'-biphenyl]-4-yl)methyl)-1H-indole-7-carboxamido)ethyl)benzoic acid FC=1C=C(C=C(C1)F)C=1C=C2C=CN(C2=C(C1)C(=O)N[C@@H](C)C1=CC=C(C(=O)O)C=C1)CC1=CC=C(C=C1)C1=CC=C(C=C1)F